[Pd].[Ni](=S)=S nickel disulfide palladium